FC(C(=O)O)(F)F.N[C@@H]1C[C@H](CCC1)CNC1=NN(C(=C1)C1=CC(=C(C#N)C=C1)F)C1=CC=C(C=C1)N(C1CCOCC1)C 4-(3-((((1S,3S)-3-aminocyclohexyl)-methyl)amino)-1-(4-(methyl(tetrahydro-2H-pyran-4-yl)-amino)phenyl)-1H-pyrazol-5-yl)-2-fluorobenzonitrile 2,2,2-trifluoroacetate